C1(CCC2=NC=CC=C12)NC=1N=CN=C2C=C(SC12)C=1C(=C(N=C2C(CS(C12)(=O)=O)C1CC1)CCC1CCOCC1)C=1OC(=NN1)C N-(R)-4-aza-1-indanyl(2-(3-cyclopropyl-6-(5-methyl-1,3,4-oxadiazol-2-yl)-1,1-dioxo-5-[2-(tetrahydro-2H-pyran-4-yl)ethyl]-1λ6-thia-4-aza-7-indanyl)-1-thia-4,6-diaza-7-indenyl)amine